[N+](=O)([O-])C=1C=CC=C2C3(CNC12)CC3 7'-nitrospiro[cyclopropane-1,3'-indoline]